C(C)(C)(C)C1=C(C(=CC(=C1)F)F)F 1-tert-butyl-2,3,5-trifluorobenzene